(R)-N-((1R,2R)-1-(3-chloro-4-(2-hydroxy-2-methylpropoxy)phenyl)-1-hydroxy-3-(pyrrolidin-1-yl)propan-2-yl)-1-(6-fluoronaphthalen-2-yl)pyrrolidine-3-carboxamide ClC=1C=C(C=CC1OCC(C)(C)O)[C@H]([C@@H](CN1CCCC1)NC(=O)[C@H]1CN(CC1)C1=CC2=CC=C(C=C2C=C1)F)O